methyl (E)-3-(5-((1S,2R,4R)-N-((3-chloro-4'-(dimethylamino)-[1,1'-biphenyl]-4-yl)methyl-d)bicyclo[2.2.1]heptane-2-carboxamido)pyridin-3-yl)acrylate ClC=1C=C(C=CC1C(N(C(=O)[C@H]1[C@H]2CC[C@@H](C1)C2)C=2C=C(C=NC2)/C=C/C(=O)OC)[2H])C2=CC=C(C=C2)N(C)C